COC1=NC=NC2=C1N(C=1C=CC(=CC21)C=C)CC(F)(F)F 4-methoxy-5-(2,2,2-trifluoroethyl)-8-vinyl-5H-pyrimido[5,4-b]indole